C[Si](OCCC=C[Si](C)(C)C)(C)C trimethyl-((4-(trimethylsilyl)but-3-en-1-yl)oxy)silane